oxopentane-2,4,5-triol O=CC(CC(CO)O)O